1-(6-((4-(4-((4-((3-(methylsulfonyl)benzyl)amino)-5-(trifluoromethyl)pyrimidin-2-yl)amino)phenyl)piperidin-1-yl)methyl)pyridazin-3-yl)dihydropyrimidine-2,4(1H,3H)-dione CS(=O)(=O)C=1C=C(CNC2=NC(=NC=C2C(F)(F)F)NC2=CC=C(C=C2)C2CCN(CC2)CC2=CC=C(N=N2)N2C(NC(CC2)=O)=O)C=CC1